3-(tert-Butyl)-1-(2,6-difluorophenyl)-1H-pyrazol-5-amine C(C)(C)(C)C1=NN(C(=C1)N)C1=C(C=CC=C1F)F